tert-butyl (E)-2-(2,6-dimethyl-4-(3-(6-(methylthio)benzofuran-2-yl)-3-oxoprop-1-en-1-yl)phenoxy)-2-methylpropanoate CC1=C(OC(C(=O)OC(C)(C)C)(C)C)C(=CC(=C1)\C=C\C(=O)C=1OC2=C(C1)C=CC(=C2)SC)C